tertbutyl 6-(2-chloro-6-(6-(methylcarbamoyl)pyrimidin-4-yl)pyridin-4-yl)-4-oxohexahydropyrazino[2,1-c][1,4]oxazine-8(1H)-carboxylate ClC1=NC(=CC(=C1)C1CN(CC2COCC(N21)=O)C(=O)OC(C)(C)C)C2=NC=NC(=C2)C(NC)=O